(S) or (R)-N'-((3-ethyl-2-(2,2,2-trifluoroethyl)-6,7-dihydro-5H-cyclopenta[b]pyridin-4-yl)carbamoyl)-3-fluoro-5-(2-hydroxypropan-2-yl)thiophene-2-sulfonimidamide C(C)C=1C(=C2C(=NC1CC(F)(F)F)CCC2)NC(=O)N=[S@@](=O)(N)C=2SC(=CC2F)C(C)(C)O |o1:20|